5-(4-Fluorophenyl)-N-[3-fluoro-4-[(7-prop-1-en-2-yl-1,5-naphthyridin-4-yl)oxy]phenyl]-4-methoxy-6-methylpyridazine-3-carboxamide FC1=CC=C(C=C1)C=1C(=C(N=NC1C)C(=O)NC1=CC(=C(C=C1)OC1=CC=NC2=CC(=CN=C12)C(=C)C)F)OC